8-chloro-1-methyl-4,5-dihydro-6H-benzo[6,7]cyclohepta[1,2-d]isoxazol-6-one ClC=1C=CC2=C(C(CCC3=C2C(=NO3)C)=O)C1